C1(=CC=CC=C1)P(C#CC1=CC=CC=C1)(C1=CC=CC=C1)=O diphenyl-(phenylethynyl)phosphine oxide